(2E)-3-(tetramethyl-1,3,2-dioxaborolan-2-yl)prop-2-enoic acid ethyl ester C(C)OC(\C=C\B1OC(C(O1)(C)C)(C)C)=O